C12CC(CC(CC1)O2)CN2N=CC(=C2)C=2C(=C(C(=CC2)O)N2CC(NS2(=O)=O)=O)F 5-(3-(1-((8-oxabicyclo[3.2.1]octan-3-yl)methyl)-1H-pyrazol-4-yl)-2-fluoro-6-hydroxyphenyl)-1,2,5-thiadiazolidin-3-one 1,1-dioxide